CC1(C(OCC1=O)=O)CCC(CC)=O 3-methyl-3-(3-oxopentyl)furan-2,4(3H,5H)-dione